5-amino-3-(4-bromophenyl)-1-(1-cyclopropyl-2,2,2-trifluoro-ethyl)pyrazole-4-carbonitrile NC1=C(C(=NN1C(C(F)(F)F)C1CC1)C1=CC=C(C=C1)Br)C#N